triazole zinc salt [Zn].N1N=NC=C1